ClC=1C(N(C(=CC1[C@@H]1[C@H](C1)C=1C=NC=C(C1)C(F)F)C)C1=C(C(=NC=C1C)C=1C(=C(C(=O)O)C=CC1)F)F)=O 3-(3-chloro-4-((1S,2S)-2-(5-(difluoromethyl)pyridin-3-yl)cyclopropyl)-3'-fluoro-5',6-dimethyl-2-oxo-2H-[1,4'-bipyridin]-2'-yl)-2-fluorobenzoic acid